ClC1=C(C(=CC=C1)Cl)CC(=O)NC1=CC(=NC=C1)N(C(C)=O)C1=CC=CC=C1 N-{4-[2-(2,6-dichlorophenyl)acetamido]pyridin-2-yl}-N-phenylacetamide